6-bromo-2-naphthaldehyde BrC=1C=C2C=CC(=CC2=CC1)C=O